S1C(NCC1)C1=C(C=CC=C1O)O (thiazolidine-2-yl)benzene-1,3-diol